ethyl 2-(6-bromo-4,7-dichloro-indazol-2-yl)-2-[rac-(6R)-6-fluoro-6,7-dihydro-5H-pyrrolo[1,2-c]imidazol-1-yl]acetate BrC=1C=C(C2=CN(N=C2C1Cl)C(C(=O)OCC)C1=C2N(C=N1)C[C@@H](C2)F)Cl |r|